N-((5-hydroxy-1-(4-(trifluoromethyl)phenyl)-1H-indazol-3-yl)methyl)propionamide OC=1C=C2C(=NN(C2=CC1)C1=CC=C(C=C1)C(F)(F)F)CNC(CC)=O